C(CCCCCCC)OCCOCCOCCOCCOCCOCCOCCCCCCCC Hexaethylene glycol dioctyl ether